[Br-].C1C(CC12OCCO2)[Zn+] 5,8-Dioxaspiro[3.4]octan-2-ylzinc(II) bromide